C(C)(C)(C)OC(=O)N1C=C(C2=CC=CC=C12)C1=NC(=NC=C1Cl)Cl 3-(2,5-dichloropyrimidin-4-yl)-1H-indole-1-carboxylic acid tert-butyl ester